BrC=1C(=C(C=CC1)I)C bromo-1-iodo-2-methylbenzene